C(C)OC(=O)C=1N(C=CC1)CCC1=NC=2NCCCC2C=C1 (2-(5,6,7,8-tetrahydro-1,8-naphthyridin-2-yl)ethyl)-1H-pyrrole-2-carboxylic acid ethyl ester